dibromophosphate-carbazole C1=CC=CC=2C3=CC=CC=C3NC12.P(=O)(O)(Br)Br